O=C1NN=C(C2=CC(=CC=C12)C1(CC1)C(N([C@@H]1CCCC=2C=CC=NC12)CC1=CC=C(C=C1)S(F)(F)(F)(F)F)=O)CNC(OC(C)(C)C)=O tert-butyl (R)-((4-oxo-7-(1-((4-(pentafluoro-λ6-sulfaneyl)benzyl)(5,6,7,8-tetrahydroquinolin-8-yl)carbamoyl)cyclopropyl)-3,4-dihydrophthalazin-1-yl)methyl)carbamate